CN1C2CN(CC2C1)C1=CC=C(C=C1)N1C=NC(=C1)NC=1N=CC(=NC1)C#N 5-((1-(4-(6-Methyl-3,6-diazabicyclo[3.2.0]heptan-3-yl)phenyl)-1H-imidazol-4-yl)amino)pyrazine-2-carbonitrile